FC(C1=C(C\C=C\2/CN(C\C(\C2=O)=C/CC2=C(C=CC=C2)C(F)(F)F)C(CCCC(=O)NC2=CCC(C=C2)=S(=O)=O)=O)C=CC=C1)(F)F 5-(3,5-Bis((E)-2-trifluoromethyl-benzylmethylene)-4-oxopiperidin-1-yl)-5-oxo-N-(4-sulfonylphenyl)pentanamide